1-((S)-3-aminopyrrolidin-1-yl)-3-(2-(4-(2-(6-methoxypyridin-2-yl)pyrrolidinyl)-7H-pyrrolo[2,3-d]pyrimidin-7-yl)thiazol-5-yl)urea N[C@@H]1CN(CC1)NC(=O)NC1=CN=C(S1)N1C=CC2=C1N=CN=C2N2C(CCC2)C2=NC(=CC=C2)OC